FC1(OC2=C(O1)C=CC(=C2)C2(CC2)C(=O)N[C@@H]2C[C@@H](OC1=CC(=CC=C21)OCCOC)C=2C=C(C(=O)O)C=CC2)F 3-[(2r,4r)-4-({[1-(2,2-difluoro-1,3-benzodioxol-5-yl)cyclopropyl]carbonyl}amino)-7-(2-methoxyethoxy)-3,4-dihydro-2H-chromen-2-yl]benzoic acid